5-(1,2-thiazol-5-yldithio)-1,2-thiazole S1N=CC=C1SSC1=CC=NS1